5-hydroxy-2-(isoindol-2-ylmethyl)-4H-pyran-4-one OC=1C(C=C(OC1)CN1C=C2C=CC=CC2=C1)=O